COC=1C=C2C3=C(NC2=CC1)[C@@H](N(CC3)C3=NC=NC(=N3)C(F)(F)F)CC(C)C (1S)-6-methoxy-1-(2-methylpropyl)-2-[4-(trifluoromethyl)-1,3,5-triazin-2-yl]-2,3,4,9-tetrahydro-1H-pyrido[3,4-b]indole